2-[[6-(1,3-Benzothiazol-2-ylamino)-5-methyl-pyridazin-3-yl]-[5-(trimethylammonio)pentyl]amino]-5-[3-[2-fluoro-4-[3-(methylamino)prop-1-ynyl]phenoxy]propyl]thiazole-4-carboxylate S1C(=NC2=C1C=CC=C2)NC2=C(C=C(N=N2)N(C=2SC(=C(N2)C(=O)[O-])CCCOC2=C(C=C(C=C2)C#CCNC)F)CCCCC[N+](C)(C)C)C